(3AS,6R,6aR)-6-((S)-4-(((benzyloxy)carbonyl)amino)-5-methoxy-5-oxopentanoylamino)-2,2-dimethyltetrahydrofurano[3,4-d][1,3]dioxole-4-carboxylic acid C(C1=CC=CC=C1)OC(=O)N[C@@H](CCC(=O)N[C@@H]1OC([C@@H]2[C@H]1OC(O2)(C)C)C(=O)O)C(=O)OC